CN(C1=CC=C(C=C1)C1=CC=C(S1)C=O)C 5-[4-(dimethylamino)phenyl]thiophene-2-formaldehyde